CC=1N=C(C=2N(C1)N=C(N2)N2N=C1C(=C2)C=C(S1)C1CCN(CC1)C(=O)OC(C)(C)C)C tert-butyl 4-(2-{6,8-dimethyl-[1,2,4]triazolo[1,5-a]pyrazin-2-yl}thieno[2,3-c]pyrazol-5-yl)piperidine-1-carboxylate